pentenophenone C(C=CCC)(=O)C1=CC=CC=C1